2-(7-{[(3S)-3-(2,3-Dichloro-6-fluorophenyl)-1-(prop-2-enoyl)pyrrolidin-3-yl]amino}-1-oxo-3,4-dihydroisoquinolin-2-yl)acetamide ClC1=C(C(=CC=C1Cl)F)[C@@]1(CN(CC1)C(C=C)=O)NC1=CC=C2CCN(C(C2=C1)=O)CC(=O)N